COC=1C=C(C=CC1OC)C(C(=O)NC=1C=CC2=C(S(C=C2)(=O)=O)C1)=C 2-(3,4-dimethoxyphenyl)-N-(1,1-dioxidobenzo[b]thiophen-6-yl)acrylamide